4-(5-Chloro-6-fluoro-2-(4-(trifluoromethyl)-1H-1,2,3-triazol-1-yl)phenyl)-3-chloro-5-fluoropyridin ClC=1C=CC(=C(C1F)C1=C(C=NC=C1F)Cl)N1N=NC(=C1)C(F)(F)F